CSCN1C=CC2=CC(=CC=C12)[N+](=O)[O-] 1-((methylthio)methyl)-5-nitro-1H-indole